4-cyclohexylcyclohexane-1,4-dicarboxylate C1(CCCCC1)C1(CCC(CC1)C(=O)[O-])C(=O)[O-]